C(C)OC(=O)C1=CN=C2N1C=CC(=C2)C 7-methylimidazo[1,2-a]Pyridine-3-carboxylic acid ethyl ester